1'-((1s,4s)-4-isopropyl-cyclohexyl)-3-oxo-2-(2-(2-oxopiperidin-1-yl)ethyl)-2,3-dihydro-1H-spiro[isoquinoline-4,4'-piperidine]-7-carbonitrile C(C)(C)C1CCC(CC1)N1CCC2(CC1)C(N(CC1=CC(=CC=C12)C#N)CCN1C(CCCC1)=O)=O